C1(CC1)C=1C=CC(=NC1F)C(NC(=O)C1N(CC(C1)F)C(CC=1C(=NN(C1)C)C(F)F)=O)C1=CC=CC=C1 N-[(5-cyclopropyl-6-fluoropyridin-2-yl)(phenyl)methyl]-1-{2-[3-(difluoromethyl)-1-methyl-1H-pyrazol-4-yl]acetyl}-4-fluoropyrrolidine-2-carboxamide